1-(4-(4-(aminomethyl)-piperidin-1-yl)benzyl)-3-(4-(2-(4-bromophenyl)-propan-2-yl)thiazol-2-yl)-urea NCC1CCN(CC1)C1=CC=C(CNC(=O)NC=2SC=C(N2)C(C)(C)C2=CC=C(C=C2)Br)C=C1